Inosin 5'-monophosphate P(=O)(O)(O)OC[C@@H]1[C@H]([C@H]([C@@H](O1)N1C=NC=2C(O)=NC=NC12)O)O